dicyclohexyl(2',6'-dimethoxy-[1,1'-biphenyl]-2-yl)phosphane C1(CCCCC1)P(C1=C(C=CC=C1)C1=C(C=CC=C1OC)OC)C1CCCCC1